(1R,2S,5S)-3-[(2S)-2-amino-3,3-dimethyl-butanoyl]-N-[(1S)-2-amino-1-[(6,6-dimethyl-2-oxo-3-piperidyl)methyl]-2-oxo-ethyl]-6,6-dimethyl-3-azabicyclo[3.1.0]hexane-2-carboxamide N[C@H](C(=O)N1[C@@H]([C@H]2C([C@H]2C1)(C)C)C(=O)N[C@H](C(=O)N)CC1C(NC(CC1)(C)C)=O)C(C)(C)C